C1(=CC=CC=C1)NC=1C=CC2=C(OC3=C2C=CC=C3)C1 N-phenyldibenzo-[b,d]furan-3-amine